6-methyl-quinazolin CC=1C=C2C=NC=NC2=CC1